4-((4-aminophenyl)methyl)-2-propoxybenzenamine NC1=CC=C(C=C1)CC1=CC(=C(C=C1)N)OCCC